CC1=C2C(=CC(=C1)O2)C2=CC=CC=C2 2-methyl-6-phenyl-1,4-phenylene oxide